SC(C(=O)O)CC1=CC=CC=C1 α-mercapto-benzenepropanoic acid